CN(C1=CC(=CC=C1)N)C1CC(C1)CS(=O)(=O)C N1-Methyl-N1-[(1r,3r)-3-(methanesulfonylmethyl)cyclobutyl]benzene-1,3-diamine